[OH-].C(CCCCC)C(CCCCCCCCCCCCCP)(CCCCCC)CCCCCC trihexyl-tetradecyl-phosphine hydroxide